5-{4-[4-(3,5-dimethylpyridin-2-yl)piperazine-1-carbonyl]-3-fluorophenyl}-5-ethylimidazolidine-2,4-dione CC=1C(=NC=C(C1)C)N1CCN(CC1)C(=O)C1=C(C=C(C=C1)C1(C(NC(N1)=O)=O)CC)F